(S)-N-cyclopropyl-N-(pyrrolidin-3-ylmethyl)cyclopropylamine dihydrochloride Cl.Cl.C1(CC1)N(C[C@@H]1CNCC1)C1CC1